OC1=C(C(=CC(=C1)C(F)(F)F)C)C=1C=CC=2C(N1)=NN(N2)[C@@H]2CCC(NC2)=O |o1:21| (R or S)-5-(5-(2-hydroxy-6-methyl-4-(trifluoromethyl)phenyl)-2H-[1,2,3]triazolo[4,5-b]pyridin-2-yl)piperidin-2-one